(S)-2-((((9H-fluoren-9-yl)methoxy)carbonyl)amino)-3-(pyridin-3-yl)propanoic acid C1=CC=CC=2C3=CC=CC=C3C(C12)COC(=O)N[C@H](C(=O)O)CC=1C=NC=CC1